6-amino-7-(3-chloro-5-methoxy-2,6-dimethylphenyl)-2-methyl-7H-pyrrolo[2,3-d]pyrimidine-5-carboxamide NC1=C(C2=C(N=C(N=C2)C)N1C1=C(C(=CC(=C1C)OC)Cl)C)C(=O)N